N-((5-chloro-6-(6-(trifluoromethoxy)pyridin-3-yl)-1H-indol-2-yl)methyl)acetamide ClC=1C=C2C=C(NC2=CC1C=1C=NC(=CC1)OC(F)(F)F)CNC(C)=O